FC(N1N=C(C=C1)C=1C(=CC(=NC1)NC1=NC(=NC=C1)C=1C=NN(C1)C1OCCC1)NC1CCC(CC1)(O)C)F (1s,4s)-4-((5-(1-(Difluoromethyl)-1H-pyrazol-3-yl)-2-((2-(1-(tetrahydrofuran-2-yl)-1H-pyrazol-4-yl)pyrimidin-4-yl)amino)pyridin-4-yl)amino)-1-methylcyclohexan-1-ol